4-(4-{[2-(1,4-dimethyl-1H-pyrazol-5-yl)pyrrolidin-1-yl]methyl}phenoxy)-3-fluorobenzamide, formate salt C(=O)O.CN1N=CC(=C1C1N(CCC1)CC1=CC=C(OC2=C(C=C(C(=O)N)C=C2)F)C=C1)C